N,N-dimethyl-1-{[8-(2-octylcyclopropyl)octyl]oxy}-3-(Octyloxy)propan-2-amine CN(C(COCCCCCCCCC1C(C1)CCCCCCCC)COCCCCCCCC)C